methyl 2-chloro-3-fluoropyridine-4-carboxylate ClC1=NC=CC(=C1F)C(=O)OC